C(C)(C)(C)OOC(C)(C)C1=CC(=CC(=C1)C(C)(OOC(C)(C)C)C)C(C)(OOC(C)(C)C)C 1,3,5-tri[1-(t-butylperoxy)-1-methyl-ethyl]benzene